(2R,3S,4S,5R)-N-(2-(1-cyanocyclopropyl)pyridin-4-yl)-3-(3,4-difluoro-2-methoxyphenyl)-4,5-Dimethyl-5-(trifluoromethyl)tetrahydrofuran-2-carboxamide C(#N)C1(CC1)C1=NC=CC(=C1)NC(=O)[C@@H]1O[C@]([C@H]([C@H]1C1=C(C(=C(C=C1)F)F)OC)C)(C(F)(F)F)C